COC1=CC=C(C=C1)NC(=O)C=1C=C(C=CC1)C=1N=C(C2=C(N1)SC=C2)NC(P(OCC)(OCC)=O)P(OCC)(OCC)=O Tetraethyl (((2-(3-((4-methoxyphenyl)carbamoyl)phenyl)thieno[2,3-d]pyrimidin-4-yl)amino)methylene)bis(phosphonate)